O1CCC(CC1)C=1C=C(C(=O)OC)C=CN1 methyl 2-(tetrahydro-2H-pyran-4-yl)isonicotinate